C1(CCCCCCC1)OCC1=CC(=C(C=C1)O)OC 4-((cyclooctyloxy)methyl)-2-methoxyphenol